S1C(=NC=2C1=CC=CC2C(=O)O)C(=O)O Benzothiazoledicarboxylic acid